(S)-N-((1R,2R)-1-(8-fluoro-2,3-dihydrobenzo[b][1,4]dioxin-6-yl)-1-hydroxy-3-(pyrrolidin-1-yl)propan-2-yl)-1-(4-fluorophenyl)pyrrolidine-3-carboxamide FC1=CC(=CC2=C1OCCO2)[C@H]([C@@H](CN2CCCC2)NC(=O)[C@@H]2CN(CC2)C2=CC=C(C=C2)F)O